3,6-dibromo-2-methylbenzoate BrC=1C(=C(C(=O)[O-])C(=CC1)Br)C